2,4-dichloroacetoacetate ClC(C(=O)[O-])C(=O)CCl